3-((4-((2-(Dimethylamino)-4-phenylthiazol-5-yl)oxy)pyridin-2-yl)amino)benzenesulfonamide CN(C=1SC(=C(N1)C1=CC=CC=C1)OC1=CC(=NC=C1)NC=1C=C(C=CC1)S(=O)(=O)N)C